N-(4-{[6-(5-Chloro-2-Fluorophenyl)-3-Methylpyridazin-4-yl]Amino}Pyridin-2-yl)-2-(Piperazin-1-yl)Acetamid ClC=1C=CC(=C(C1)C1=CC(=C(N=N1)C)NC1=CC(=NC=C1)NC(CN1CCNCC1)=O)F